6-(2-morpholin-4-yl-ethoxy)-2-pyrrolo[1,2-c]pyrimidin-3-yl-3H-quinazolin-4-one N1(CCOCC1)CCOC=1C=C2C(NC(=NC2=CC1)C1=CC=2N(C=N1)C=CC2)=O